6-chloro-4-(trifluoromethyl)pyridinecarboxylic acid ClC1=CC(=CC(=N1)C(=O)O)C(F)(F)F